2-hydroxy-5-methyl-4-(1-(oxetan-3-yl)-1H-benzo[d]imidazol-2-yl)benzoic acid OC1=C(C(=O)O)C=C(C(=C1)C1=NC2=C(N1C1COC1)C=CC=C2)C